(Z)-8-oxocyclooct-2-en-1-yl acetate C(C)(=O)OC1\C=C/CCCCC1=O